C(CCCCCCCCCCCCCCC(C)C)(=O)OCC(COC(CCCCCCCCCCCCCCC(C)C)=O)OC(CCCCCCCCCCCCCCC(C)C)=O 1,2,3-propanetriyl triisooctadecanoate